S1C(=NC2=C1C=CC=C2)NC2=C(C1=C(N=N2)N(CCC1)C=1SC(=CN1)CCCOC1=C(C=C(C=C1)C#CCN(CC)CC)F)C 2-[3-(1,3-Benzothiazol-2-ylamino)-4-methyl-6,7-dihydro-5H-pyrido[2,3-c]pyridazin-8-yl]-5-[3-[4-[3-(diethylamino)prop-1-ynyl]-2-fluoro-phenoxy]propyl]thiazol